(7E)-9-oxo-7-nonenoic acid ethyl ester C(C)OC(CCCCC\C=C\C=O)=O